N-(3,3-difluoropiperidin-4-yl)-2-methyl-5-((6-methylpyridazin-3-yl)methoxy)benzofuran-3-carboxamide FC1(CNCCC1NC(=O)C1=C(OC2=C1C=C(C=C2)OCC=2N=NC(=CC2)C)C)F